C(C)(=O)OCC(OC(C)=O)COC(C)=O glycerol trisacetate